CC1(CC(=CCN1C(=O)OC(C)(C)C)C1=CC=CC=C1)C tert-Butyl 6,6-dimethyl-4-phenyl-2,5-dihydropyridine-1-carboxylate